FC=1C(=CC(=NC1)OC)C1=CC(=NN1)C(=O)N1[C@H]2CC(C[C@@H]1CC2)C(=O)N[C@@H]2CO[C@H](CC2)C(F)(F)F (1r,3s,5s)-8-(5-(5-fluoro-2-methoxypyridin-4-yl)-1H-pyrazole-3-carbonyl)-N-((3s,6r)-6-(trifluoromethyl)tetrahydro-2H-pyran-3-yl)-8-azabicyclo[3.2.1]octane-3-carboxamide